C(C)(C)(C)C=1C=C(CCCC(=O)[O-])C=C(C1O)C(C)(C)C 3-(3',5'-di-tert-butyl-4-hydroxytoluenyl)-propionate